dysprosium-iron-boron [B].[Fe].[Dy]